C(C)(C)C=1C(=CC(=NC1)C(F)(F)F)OC=1C(=NC(=NC1)N)N 5-((5-isopropyl-2-(trifluoromethyl)pyridin-4-yl)oxy)pyrimidine-2,4-diamine